ClC1=C(C(=CC=C1)Cl)C1=NOC(=C1CN1C(CNCC1)(C)C)C(C)C 1-[[3-(2,6-dichlorophenyl)-5-(prop-2-yl)-1,2-oxazol-4-yl]methyl]-2,2-dimethylpiperazine